N-methyl-L-methionine CN[C@@H](CCSC)C(=O)O